C1(CC1)S(=O)(=O)[C@@H]1C[C@H](N(C1)C(CNC(=O)C=1C=CC=2C(C3=CC=CC=C3C2C1)(F)F)=O)C(=O)OC methyl (2S,4R)-4-(cyclopropylsulfonyl)-1-((9,9-difluoro-9H-fluorene-3-carbonyl)glycyl)pyrrolidine-2-carboxylate